5'-((3-endo)-3-amino-8-azabicyclo[3.2.1]octane-8-carbonyl)-2'-(7-bromo-6-fluoro-1-(2-hydroxy-2-methylpropyl)-1H-benzo[d][1,2,3]triazol-5-yl)-3-fluoro-[1,1'-biphenyl]-4-carbonitrile NC1CC2CCC(C1)N2C(=O)C=2C=CC(=C(C2)C2=CC(=C(C=C2)C#N)F)C2=CC1=C(N(N=N1)CC(C)(C)O)C(=C2F)Br